[NH4+].[NH4+].C(C)N1CSC2=C1C=CC(=C2)S(=O)(=O)[O-].C(C)N2CSC1=C2C=CC(=C1)S(=O)(=O)[O-].[N].[N] dinitrogen bis(3-ethylbenzothiazoline-6-sulfonic acid) diammonium salt